NC=1C(=C(C=CC1)SC=1C=2N(C(=NC1)N1CCC3(CCC[C@H]3C3(CCC3)NS(=O)C(C)(C)C)CC1)C=CN2)Cl N-((R)-8-(8-((3-amino-2-chlorophenyl)thio)imidazo[1,2-c]pyrimidin-5-yl)-8-azaspiro[4.5]decylcyclobutan-1-yl)-2-methylpropan-2-sulfinamide